8-bromo-N-(2,4-dimethoxybenzyl)-3-methylimidazo[1,5-a]quinoxaline-4-amine BrC1=CC=C2N=C(C=3N(C2=C1)C=NC3C)NCC3=C(C=C(C=C3)OC)OC